ClC1=NC(=NC(=C1C(=O)OCC)C=O)SC ethyl 4-chloro-6-formyl-2-(methylthio)pyrimidine-5-carboxylate